C(=C)C1=CC=C(C=C1)P(OCCCCCCC)(OCCCCCCC)=O di-n-heptyl 4-vinylphenylphosphonate